C(#N)C1=CC(=C(C=C1)C1=CC(=NC(=C1)C1CC1)NC(C=1C(N(C=C(C1)CNCCOC)C1CC1)=O)=O)C=1N=COC1C N-{4-[4-cyano-2-(5-methyl-1,3-oxazol-4-yl)phenyl]-6-cyclopropyl-2-pyridyl}-1-cyclopropyl-5-[(2-methoxyethylamino)methyl]-2-oxo-1,2-dihydronicotinamide